NC=1C(=C(C=CC1)S(=O)(=O)NC=1SC(=C(N1)C1=C(C=CC=C1)C(C)C)C1=CC(=CC=C1)[C@H]1C[C@@H](CC1)OC(F)(F)F)F 3-amino-2-fluoro-N-[4-(2-propan-2-ylphenyl)-5-[3-[(1R,3R)-3-(trifluoromethoxy)cyclopentyl]phenyl]-1,3-thiazol-2-yl]benzenesulfonamide